4-(3,4-dihydro-2H-1,3-benzoxazin-8-yl)-5-fluoro-2-(3-oxa-8-azabicyclo[3.2.1]oct-8-yl)benzoic acid methyl ester dihydrochloride Cl.Cl.COC(C1=C(C=C(C(=C1)F)C1=CC=CC=2CNCOC21)N2C1COCC2CC1)=O